OCC1=C(C=C(C=C1)C=1C=C(C(N(C1)C)=O)C)C 5-(4-hydroxymethyl-3-methyl-phenyl)-1,3-dimethyl-1H-pyridin-2-one